C(C)(C)(C)C1=CC=2C3(C4=CC(=CC=C4C2C=C1)C(C)(C)C)C1=C(C=CC=C1C=1C=CC=CC13)C1=CC=C(C=C1)Cl 2,7-di-tert-butyl-8'-(4-chlorophenyl)-9,9'-spirobifluorene